CC(CC(C(=O)NC1CCCC2=CC=CC=C12)NC(=O)C1=CC=C(C=C1)C1=CC=CC=C1)C N-{3-methyl-1-[(1,2,3,4-tetrahydronaphthalene-1-ylamino)carbonyl]butyl}biphenyl-4-carboxamide